8-((2S,4S,5R)-5-ethyl-2-methyl-4-(3-(trifluoromethyl)phenoxy)piperidin-1-yl)-5-methyl-6-oxo-5,6-dihydro-1,5-naphthyridine-2-carbonitrile C(C)[C@H]1[C@H](C[C@@H](N(C1)C1=CC(N(C=2C=CC(=NC12)C#N)C)=O)C)OC1=CC(=CC=C1)C(F)(F)F